2-HYDROXYPHENYLBENZOTRIAZOL OC1=C(C=CC=C1)C1=CC=CC=2NN=NC21